C(CCCCCCCCCCCCC)OCC(C[N+](CCO)(C)C)OCCCCCCCCCCCCCC N-(1,2-dimyristyloxyprop-3-yl)-N,N-dimethyl-N-hydroxyethylammonium